4-[4-(Oxiran-2-ylmethoxy)phenyl]cyclohexyl 4-(oxiran-2-ylmethoxy)benzoate O1C(C1)COC1=CC=C(C(=O)OC2CCC(CC2)C2=CC=C(C=C2)OCC2OC2)C=C1